BrC=1C=C(C=2N(C1)N=CC2Cl)OC(CO[SiH3])C2=NC=CC=C2 [2-(6-bromo-3-chloro-pyrazolo[1,5-a]pyridin-4-yl)oxy-2-(2-pyridyl)ethoxy]silane